N-(3-Chloro-4-fluorophenyl)-4-(5-hydroxy-5-(1-isopropyl-3-(trifluoromethyl)-1H-pyrazol-4-yl)octahydropentalen-2-yl)-1-methyl-1H-imidazole-5-carboxamide ClC=1C=C(C=CC1F)NC(=O)C1=C(N=CN1C)C1CC2CC(CC2C1)(C=1C(=NN(C1)C(C)C)C(F)(F)F)O